(2R,4r,6S)-2,6-dimethyltetrahydro-2H-pyran-4-yl(((E)-4-methyl-5-((tetrahydro-2H-pyran-2-yl)oxy)pent-3-en-1-yl)(phenoxy)phosphoryl)-L-alaninate CC1O[C@H](CC(C1)N([C@H](C)C(=O)[O-])P(=O)(OC1=CC=CC=C1)CC\C=C(\COC1OCCCC1)/C)C